2-(2-(2-(3-(6,8-dichloro-2-methyl-1,2,3,4-tetrahydroisoquinolin-4-yl)phenylsulfonylamino)ethoxy)ethyl)phthalimide tert-butyl-6-(2,2-dimethylmorpholino)quinoline-4-carboxylate C(C)(C)(C)OC(=O)C1=CC=NC2=CC=C(C=C12)N1CC(OCC1)(C)C.ClC=1C=C2C(CN(CC2=C(C1)Cl)C)C=1C=C(C=CC1)S(=O)(=O)NCCOCCC12C(C(=O)NC1=O)C=CC=C2